(S)-2-((4-((2-Hydroxy-1-phenylethyl)amino)-5-(3-(quinuclidin-4-yl)-1,2,4-oxadiazol-5-yl)pyridin-2-yl)amino)-7,10-dihydro-5H-pyrido[2',3':3,4]pyrazolo[1,2-a]pyridazin-5-one OC[C@H](C1=CC=CC=C1)NC1=CC(=NC=C1C1=NC(=NO1)C12CCN(CC1)CC2)NC=2C=CC1=C(N3N(CC=CC3)C1=O)N2